phenyl-(2,4,6-trimethylbenzoyl)Lithium C1(=CC=CC=C1)C=1C(=C(C(=O)[Li])C(=CC1C)C)C